BrC1=CC=CC(=N1)C(=O)NC1=C(C=C(C=C1)N(CCN1CCOCC1)C)N1CCCCC1 6-bromo-N-(4-(methyl-(2-morpholinoethyl)amino)-2-(piperidin-1-yl)phenyl)picolinamide